N-(3-(3-(2,6-dioxopiperidin-3-yl)-1-methyl-1H-indazol-5-yl)prop-2-yn-1-yl)-5-(8-(7-isopropyl-1,3-dimethyl-2-oxo-2,3-dihydro-1H-benzo[d]imidazol-5-yl)isoquinolin-3-yl)picolinamide O=C1NC(CCC1C1=NN(C2=CC=C(C=C12)C#CCNC(C1=NC=C(C=C1)C=1N=CC2=C(C=CC=C2C1)C1=CC2=C(N(C(N2C)=O)C)C(=C1)C(C)C)=O)C)=O